P(=O)(=O)[P] phosphophosphorus